BrC1=C(C=CC2=C1C=C(O2)C(=O)N)N2CCN(CC2)S(=O)(=O)C2=C(C=CC=C2)Cl 4-bromo-5-[4-(2-chloro-benzenesulfonyl)-piperazin-1-yl]-benzofuran-2-carboxylic acid amide